4-(oxazol-5-yl)-3-(trifluoromethyl)aniline O1C=NC=C1C1=C(C=C(N)C=C1)C(F)(F)F